C(C)N1N=C(C(=C1)C1=C(C(=CC=C1I)OCC1=CC=C(C=C1)OC)F)C(F)(F)F 1-ethyl-4-(2-fluoro-6-iodo-3-((4-methoxybenzyl)oxy)phenyl)-3-(trifluoromethyl)-1H-pyrazole